2-(4,4-difluoro-3-(1H-1,2,4-triazol-5-yl)piperidin-1-yl)-N-(5-phenoxypyridin-2-yl)propanamide FC1(C(CN(CC1)C(C(=O)NC1=NC=C(C=C1)OC1=CC=CC=C1)C)C1=NC=NN1)F